C(C)(C)(C)OC(N[C@H]1CN(C[C@@H]1F)C=1N(C=C(N1)C)C)=O ((3S,4S)-1-(1,4-dimethyl-1H-imidazol-2-yl)-4-fluoropyrrolidin-3-yl)carbamic acid tert-butyl ester